S1C=2N(C=C1)N=CC2C(=O)N2CC1(C2)CC(C1)N(C([O-])=O)C1=NC=NC(=C1)C(F)(F)F 2-(pyrazolo[5,1-b]thiazole-7-carbonyl)-2-azaspiro[3.3]heptan-6-yl(6-(trifluoromethyl)pyrimidin-4-yl)carbamate